C(C1=CC=CC=C1)OC1=NC(=CC=C1C1=NN(C2=CC(=CC=C12)N(C1CCC2(CN(C2)C(=O)OC(C)(C)C)CC1)C)C)OCC1=CC=CC=C1 tert-butyl 7-((3-(2,6-bis(benzyloxy) pyridin-3-yl)-1-methyl-1H-indazol-6-yl) (methyl) amino)-2-azaspiro[3.5]nonane-2-carboxylate